NCCNCCCC[Si](C)(OC)OC 3-(2-aminoethylamino)propyldimethoxydimethylsilane